(S)-7-fluoro-1-methyl-4-(2-methyl-4-(3-(methylamino)-1-(thiophen-2-yl)propoxy)benzyl)-1,2,3,4-tetrahydro-5H-pyrido[2,3-e][1,4]diazepin-5-one FC1=CC2=C(N(CCN(C2=O)CC2=C(C=C(C=C2)O[C@@H](CCNC)C=2SC=CC2)C)C)N=C1